C(C(F)(F)F)OC(OCC(F)(F)F)OCC(F)(F)F tris[(trifluoroethoxy)methane]